6-bromo-N-(4-((2-morpholinylethyl)amino)-2-(piperidin-1-yl)phenyl)pyridineamide BrC1=CC=CC(=N1)C(=O)NC1=C(C=C(C=C1)NCCN1CCOCC1)N1CCCCC1